ClC=1C=C(C=C(C1OCCCl)C#N)C(C)(C)C1=CC=C(OCC2=NC(=NC=C2)N2CCN(CC2)C2CCN(CC2)C2CN(C2)C(=O)OC(C)(C)C)C=C1 tert-butyl 3-(4-(4-(4-((4-(2-(3-chloro-4-(2-chloroethoxy)-5-cyanophenyl)propan-2-yl)phenoxy)methyl)pyrimidin-2-yl)piperazin-1-yl)piperidin-1-yl)azetidine-1-carboxylate